ClC=1C=C(CS(=O)(=O)N2CC3=C4C(CC2)COCC4=CC=C3)C=CC1Cl 6-((3,4-Dichlorobenzyl)sulfonyl)-3,3a,4,5,6,7-hexahydro-1H-isochromeno[5,4-cd]azepine